[Si](C1=CC=CC=C1)(C1=CC=CC=C1)(C(C)(C)C)O[C@@H]1CC[C@H](CC1)OC=1C(OC=CC1)C(=O)N [trans-4-[(tert-butyldiphenylsilyl)oxy]cyclohexyl]oxypyran-2-carboxamide